C(CNC(S)=S)NC(S)=S.C(CNC(S)=S)NC(S)=S ethylenebisdithiocarbamate (ethylene bisdithiocarbamate)